(((3aR,4S,6R,6aS)-6-(6-chloro-2-(propylsulfanyl)-9H-purin-9-yl)-2,2-dimethyltetrahydro-4H-cyclopenta[d][1,3]dioxol-4-yl)oxy)-ethanol ClC1=C2N=CN(C2=NC(=N1)SCCC)[C@@H]1C[C@@H]([C@@H]2[C@H]1OC(O2)(C)C)OC(C)O